tetrabutyl-ammonium bis(trifluoromethane)sulfonimide salt [N-](S(=O)(=O)C(F)(F)F)S(=O)(=O)C(F)(F)F.C(CCC)[N+](CCCC)(CCCC)CCCC